C(C)(C)(C)NC(C(C)NC(C)(C)C)=O N-(tert-butyl)-2-(tert-butylamino)propanamide